BrC1(C=C)C(C=CC=C1)Br.[S].[Li] lithium Sulfur 1,2-dibromostyrene